C(C)(=O)[O-].[K+].C(C)(C)N1N=CC2=CC(=CC=C12)B1OC(C(O1)(C)C)(C)C 1-Isopropyl-5-(4,4,5,5-tetramethyl-1,3,2-dioxaborolan-2-yl)indazole Potassium Acetate